BrC1=CN=C2C(=NC(=NN21)NCC=2OC=CC2)N 7-bromo-N2-(furan-2-ylmethyl)imidazo[2,1-f][1,2,4]triazine-2,4-diamine